1-(4-amino-2-methylphenyl)-N,N-dimethylpiperidin-4-amine NC1=CC(=C(C=C1)N1CCC(CC1)N(C)C)C